C1(CC1)C1=CC=C(C=C1)C1=NC2=C(N1)C=CC(=C2)NC(=O)NC=2C(=C1C=CC(OC1=CC2)(C)C)OC 1-(2-(4-cyclopropylphenyl)-1H-benzo[d]imidazol-5-yl)-3-(5-methoxy-2,2-dimethyl-2H-chromen-6-yl)urea